[Mn+2].[Cr](=O)([O-])[O-].[Fe+2].[Cr](=O)([O-])[O-] iron chromite manganese